2-Methyl-propane-2-sulfonic acid [4-(4-trifluoromethoxy-phenylamino)-quinazoline-7-carbonyl]-amide FC(OC1=CC=C(C=C1)NC1=NC=NC2=CC(=CC=C12)C(=O)NS(=O)(=O)C(C)(C)C)(F)F